Cl.C(C)(C)(C)NCCC(=O)O t-butyl-β-alaninate hydrochloride